ClC(C(=N)N)C chloropropionamidine